3-phenyl-1H-pyrazol-4-amine C1(=CC=CC=C1)C1=NNC=C1N